N-(2-((1R)-octahydro-2H-quinolizin-1-yl)thieno[2,3-b]pyridin-4-yl)benzo[d]thiazol-5-amine [C@H]1(CCCN2CCCCC12)C1=CC=2C(=NC=CC2NC=2C=CC3=C(N=CS3)C2)S1